3,4,12,20,31-pentazapentacyclo[24.3.1.12,5.016,24.017,21]hentriaconta-1(30),2(31),4,16,18,21,23,26,28-nonaen-13-one C1=2C=3NN=C(CCCCCCNC(CCC4=C5C=CNC5=CC=C4CC(=CC=C1)C2)=O)N3